1-(2,3-Dichlorophenyl)-4-(2-(4-methylenecyclohexyl)ethyl)piperazine ClC1=C(C=CC=C1Cl)N1CCN(CC1)CCC1CCC(CC1)=C